C(C)C=1C=C(CC(C1)(C)C)C 3-ethyl-1,5,5-trimethyl-1,3-cyclohexadiene